(E)-3-(naphthalen-2-yl)acrylic acid C1=C(C=CC2=CC=CC=C12)/C=C/C(=O)O